2-(2-fluoro-3-(trifluoromethyl)phenyl)-N-(5-fluoro-6-(4-(2-oxopiperidin-1-yl)-1H-imidazol-1-yl)pyridin-3-yl)acetamide FC1=C(C=CC=C1C(F)(F)F)CC(=O)NC=1C=NC(=C(C1)F)N1C=NC(=C1)N1C(CCCC1)=O